C1(CC1)CCN(C1=C2CN(C(C2=CC=C1)=O)C1C(NC(CC1)=O)=O)C1CCC(CC1)N1CC(CC1)(F)F 3-(4-((2-cyclopropylethyl)((1r,4r)-4-(3,3-difluoropyrrolidin-1-yl)cyclohexyl)amino)-1-oxoisoindolin-2-yl)piperidine-2,6-dione